C(C)OC(=O)[C@]1(CC(=NO1)C1=C(C=C(C(=C1)N1C(NC(=CC1=O)C(F)(F)F)=O)F)Cl)C (5R)-3-[2-chloro-5-[2,4-dioxo-6-(trifluoromethyl)-1H-pyrimidin-3-yl]-4-fluoro-phenyl]-5-methyl-4H-isoxazole-5-carboxylic acid ethyl ester